3-(9-((4-(aminomethyl)-2-methylphenyl)carbamoyl)-4,5-dihydrobenzo[b]thieno[2,3-d]oxepin-8-yl)-6-((1-methylcycloheptyl)carbamoyl)picolinic acid NCC1=CC(=C(C=C1)NC(=O)C1=CC2=C(OCCC3=C2SC=C3)C=C1C=1C(=NC(=CC1)C(NC1(CCCCCC1)C)=O)C(=O)O)C